Cl.C(C)OC(COCC=1C=CC(=NC1)C(=O)O)=O 5-[(2-ethoxy-2-oxoethoxy)methyl]pyridine-2-carboxylic acid hydrochloride